2,2'-bipyridine-4,4'-dicarboxylate N1=C(C=C(C=C1)C(=O)[O-])C1=NC=CC(=C1)C(=O)[O-]